ClC1=C(C(=O)NC(C(=O)O)CC2=CC=C(C=C2)COC2CC(C2)NC2=NC=CC=C2)C(=CC=C1)Cl 2-(2,6-dichlorobenzamido)-3-(4-((3-(pyridin-2-ylamino)cyclobutoxy)methyl)phenyl)propanoic acid